2-(trifluoromethyl)-3-oxa-1-azaspiro[4.4]non-1-en-4-one FC(C1=NC2(C(O1)=O)CCCC2)(F)F